4-(6-((1S,6R,7R)-7-(aminomethyl)-7-(2-fluorophenyl)-3-azabicyclo[4.1.0]heptan-3-yl)-1H-pyrazolo[3,4-b]pyrazin-3-yl)-2,3-difluorophenol NC[C@@]1([C@@H]2CCN(C[C@H]12)C1=CN=C2C(=N1)NN=C2C2=C(C(=C(C=C2)O)F)F)C2=C(C=CC=C2)F